C1N(CCC2=CC=CC=C12)CC=1OC=C(C(C1)=O)OCC1=CC=C(C=C1)S(=O)(=O)C 2-((3,4-dihydroisoquinolin-2(1H)-yl)methyl)-5-((4-(methylsulfonyl)benzyl)oxy)-4H-pyran-4-one